ClC1=CC2=C(C(C3=C(N(S2(=O)=O)C)C=CC=C3)O)C=C1 3-chloro-6-methyl-5,5-dioxo-11H-benzo[c][1,2]benzothiazepin-11-ol